O=S(OCCCCOS(=O)(C)=O)(C)=O busulphan